CNC1CN(C1)C=1C=CC=C(C(=O)N)C1 5-[3-(methylamino)azetidin-1-yl]benzamide